2-(3-(4-chlorophenyl)-3-oxo-1-phenylpropylthio)acetic acid ClC1=CC=C(C=C1)C(CC(SCC(=O)O)C1=CC=CC=C1)=O